F[C@@H]1CN(CC[C@@H]1CNC1=NC=CC=N1)C(=O)OCC1=CC=C(C=C1)C (3S,4R)-4-methylbenzyl 3-fluoro-4-[(pyrimidin-2-ylamino)methyl]piperidine-1-carboxylate